Sodium tetrakis[3,5-bis(trifluoromethyl)phenyl]borate FC(C=1C=C(C=C(C1)C(F)(F)F)[B-](C1=CC(=CC(=C1)C(F)(F)F)C(F)(F)F)(C1=CC(=CC(=C1)C(F)(F)F)C(F)(F)F)C1=CC(=CC(=C1)C(F)(F)F)C(F)(F)F)(F)F.[Na+]